tert-Butyl 4-((4-(1-(5-fluoro-6-methoxypyridin-3-yl)-4,5,7,8-tetrahydro-1H-oxepino[4,5-c]pyrazol-3-yl)-1H-pyrazol-1-yl)methyl)piperidine-1-carboxylate FC=1C=C(C=NC1OC)N1N=C(C2=C1CCOCC2)C=2C=NN(C2)CC2CCN(CC2)C(=O)OC(C)(C)C